[Br-].N1=CC=C(C=C1)C1=CC=NC=C1 4,4'-bipyridine bromide